ethyl 2-[bis(4-methoxyphenyl)-phenyl-methyl]sulfanylacetate COC1=CC=C(C=C1)C(C1=CC=CC=C1)(C1=CC=C(C=C1)OC)SCC(=O)OCC